n-propyltris(t-butoxy)tin C(CC)[Sn](OC(C)(C)C)(OC(C)(C)C)OC(C)(C)C